5-((2-chloro-5,6-difluoro-1H-benzo[d]imidazol-1-yl)methyl)pyrazine-2-carbonitrile ClC1=NC2=C(N1CC=1N=CC(=NC1)C#N)C=C(C(=C2)F)F